FC(C1=CC(=C(C=C1)C=1CSC2=CC(=CC=C2C1C1=CC=C(C=C1)O[C@@H]1CN(CC1)CCCF)O)F)F 3-[4-(Difluoromethyl)-2-fluorophenyl]-4-[4-[(3S)-1-(3-fluoropropyl)pyrrolidin-3-yl]oxyphenyl]-2H-thiochromen-7-ol